FC1=CC=C(C=C1)NC(NC=1C=C(C=CC1)C=1N=C(C2=C(N1)SC=C2)NC(P(O)(O)=O)P(O)(O)=O)=O (((2-(3-(3-(4-fluorophenyl)ureido)phenyl)thieno[2,3-d]pyrimidin-4-yl)amino)methylene)bis(phosphonic acid)